CCCCCCCCCC(CC(=O)O)O The molecule is a medium-chain fatty acid that is the 3-hydroxylated derivative of lauric acid; associated with fatty acid metabolic disorders. It is a medium-chain fatty acid and a 3-hydroxy fatty acid. It derives from a dodecanoic acid. It is a conjugate acid of a 3-hydroxylaurate.